NC1=CC=C(C=C1)C(C)(C)C1=CC=C(C=C1)C(C)(C)C1=CC=C(C=C1)N α,α'-bis(4-aminophenyl)1,4-diisopropylbenzene